5-hydroxyhexadecanoic acid OC(CCCC(=O)O)CCCCCCCCCCC